N-(5-(N-(4-chlorophenyl)sulfamoyl)-6-methoxypyridin-3-yl)-3-(1H-1,2,4-triazol-1-yl)benzamide ClC1=CC=C(C=C1)NS(=O)(=O)C=1C=C(C=NC1OC)NC(C1=CC(=CC=C1)N1N=CN=C1)=O